1-(4-bromophenyl)cyclobutan-1-ol BrC1=CC=C(C=C1)C1(CCC1)O